N1=CN=CC2=C1CN(C2)C(=O)[O-] 5H-pyrrolo[3,4-d]Pyrimidine-6(7H)-carboxylate